ClC1=C(C(=C(C=C1C)OCOC)C)C=1C(=NN(C1C)C1CC2(CN(C2)C(=O)OC(C)(C)C)C1)N1C2(CCC2)CN(CC1)C1COC1 Tert-butyl 6-(4-(2-chloro-5-(methoxymethoxy)-3,6-dimethylphenyl)-5-methyl-3-(8-(oxetan-3-yl)-5,8-diazaspiro[3.5]nonan-5-yl)-1H-pyrazol-1-yl)-2-azaspiro[3.3]heptane-2-carboxylate